CC1=C(CC(=CN1)C(=O)[O-])C(=O)[O-] 6-methyl-1,4-dihydropyridine-3,5-dicarboxylate